ClC1=C(C=CC=C1)[C@@H](CC)C=1C(=NN(C1)C)C#N (1S,2R)-1-(2-chlorophenyl)-1-(3-cyano-1-methyl-1H-pyrazol-4-yl)propan